CC(C)(C)OC(=O)N1CCC[C@@H](C1)O (S)-N-BOC-3-hydroxypiperidine